ClC=1C=CC(=C(C1)C1=CC=C2C(=NC(=NC2=C1F)OC[C@H]1N(CCC1)C)N1C[C@@H](N(CC1)C(/C(=C/C1NCCNC1)/F)=O)CC#N)OC 2-((S)-4-(7-(5-chloro-2-methoxyphenyl)-8-fluoro-2-(((S)-1-methylpyrrolidin-2-yl)methoxy)quinazolin-4-yl)-1-((Z)-2-fluoro-3-(piperazin-2-yl)acryloyl)piperazin-2-yl)acetonitrile